2-(benzo[d]oxazol-2-yl)-N-(3-chloro-4-(2,6-dioxopiperidin-3-yl)benzyl)-2-methylpropanamide O1C(=NC2=C1C=CC=C2)C(C(=O)NCC2=CC(=C(C=C2)C2C(NC(CC2)=O)=O)Cl)(C)C